(S)-piperazine-2-carboxylic acid tert-butyl ester C(C)(C)(C)OC(=O)[C@H]1NCCNC1